4,4''-bis(N,N-di-p-tolylamino)terphenyl tert-butyl-4-(4-cyanophenyl)-2,3,6,7-tetrahydro-1H-azepine-1-carboxylate C(C)(C)(C)OC(=O)N1CCC(=CCC1)C1=CC=C(C=C1)C#N.C1(=CC=C(C=C1)N(C1=CC=C(C=C1)C)C1=CC=C(C=C1)C=1C(=CC=CC1)C1=CC=C(C=C1)N(C1=CC=C(C=C1)C)C1=CC=C(C=C1)C)C